N-methyl-N-(2-(pyrrolidin-1-yl)-4-(trifluoromethyl)phenyl)piperidin-4-amine CN(C1CCNCC1)C1=C(C=C(C=C1)C(F)(F)F)N1CCCC1